C(C)(=O)NC=1C=C(C(=C(C1)CCCCC(=O)O)C)F 5-(5-acetamido-3-fluoro-2-methylphenyl)pentanoic acid